tert-Butyl (3-cyano-4-(3-((R)-3-((dimethylamino)methyl) pyrrolidin-1-yl)-5-fluoro-7,9-dihydrofuro[3,4-f]quinazolin-6-yl)-5-fluorobenzo[b]thiophen-2-yl)carbamate C(#N)C=1C2=C(SC1NC(OC(C)(C)C)=O)C=CC(=C2C=2C1=C(C=3C=NC(=NC3C2F)N2C[C@H](CC2)CN(C)C)COC1)F